tert-Butyl (2-(methoxyamino)ethyl)carbamate CONCCNC(OC(C)(C)C)=O